(E)-tert-butyl (tert-butoxycarbonylamino)(2-(6-chloro-1-(3,4-dichlorophenyl)-9H-carbazol-2-ylamino)ethylamino)methylenecarbamate C(C)(C)(C)OC(=O)N\C(\NCCNC1=C(C=2NC3=CC=C(C=C3C2C=C1)Cl)C1=CC(=C(C=C1)Cl)Cl)=N\C(OC(C)(C)C)=O